methyl 4-(3-(3-fluoro-5-(imidazo[1,2-a]pyridine-3-carboxamido)-4-methylphenyl)-1,2,4-oxadiazol-5-yl)-3-isopropylpiperazine-1-carboxylate FC=1C=C(C=C(C1C)NC(=O)C1=CN=C2N1C=CC=C2)C2=NOC(=N2)N2C(CN(CC2)C(=O)OC)C(C)C